C([O-])([O-])=O.[Ca+2] calcium mono-carbonate